FC1=C(C(=C(C(=C1[B-](C1=C(C(=C(C(=C1F)F)F)F)F)(C1=C(C(=C(C(=C1F)F)F)F)F)C1=C(C(=C(C(=C1F)F)F)F)F)F)F)F)F.C(C)[NH+](C1=CC=CC=C1)CC diethylphenyl-ammonium tetrakis(pentafluorophenyl)borate